N'-(((R)-2-fluoro-1,2,3,5,6,7-hexahydro-s-indacen-4-yl)carbamoyl)-2-methyl-2,3-dihydropyrazolo[5,1-b]oxazole-7-sulfonimidamide F[C@@H]1CC2=CC=3CCCC3C(=C2C1)NC(=O)N=S(=O)(N)C=1C=NN2C1OC(C2)C